ClC1=CC(=C(C=C1)C(O)(C)CCl)F 2-(4-Chloro-2-fluorophenyl)-2-(chloromethyl)oxapropane